C(C)(C)(C)N(C(O)=O)[C@H](C(CN(C(CCl)=O)C[C@H]1C(NCC1)=O)O)CC(C)C.N1N=CC=C1[C@@H]1CN(CC1)C=O ((S)-3-(1H-pyrazol-5-yl)pyrrolidin-1-yl)methanone tert-butyl-((3S)-1-(2-chloro-N-(((S)-2-oxopyrrolidin-3-yl)methyl)acetamido)-2-hydroxy-5-methylhexan-3-yl)carbamate